C(C)(C)(C)C1=NOC(=N1)C1=NN2C(=NC=3C=CC=CC3C2=N1)N[C@H]1C(NCCCC1)=O (3R)-3-{[2-(3-tert-butyl-1,2,4-oxadiazol-5-yl)[1,2,4]triazolo[1,5-c]quinazolin-5-yl]amino}azepan-2-one